C(C)(C)(C)OC(=O)N1CC=2C(CC1)=NNC2 2,4,6,7-tetrahydropyrazolo[4,3-c]Pyridine-5-carboxylic acid tert-butyl ester